1,8-diaminooctane toluenesulfonate C(C1=CC=CC=C1)S(=O)(=O)O.NCCCCCCCCN